N=1C=NN2C1C=C(C=C2)OC2=C(C=C(C=C2)NC2=NC=NN1C2=C(C=C1)C1CN(C1)C(\C=C\CN1CCCC1)=O)C (E)-1-(3-(4-((4-([1,2,4]triazolo[1,5-a]pyridin-7-yloxy)-3-methylphenyl)amino)pyrrolo[2,1-f][1,2,4]triazin-5-yl)azetidin-1-yl)-4-(pyrrolidin-1-yl)but-2-en-1-one